(R)-3-methoxy-2-((1-methylpyrrolidin-3-yl)oxy)-5-nitropyridine COC=1C(=NC=C(C1)[N+](=O)[O-])O[C@H]1CN(CC1)C